N-(tert-butyl)-3-((1r,4r)-4-(difluoromethyl)-5'-(ethylsulfonamido)spiro[cyclohexane-1,3'-indoline]-1'-carbonyl)benzenesulfonamide C(C)(C)(C)NS(=O)(=O)C1=CC(=CC=C1)C(=O)N1CC2(C3=CC(=CC=C13)NS(=O)(=O)CC)CCC(CC2)C(F)F